2-((4-(6-(benzofuran-4-ylmethoxy)pyridin-2-yl)piperidin-1-yl)methyl)-1-(2-methoxyethyl)-1H-benzo[d]imidazole-6-carboxylic acid O1C=CC2=C1C=CC=C2COC2=CC=CC(=N2)C2CCN(CC2)CC2=NC1=C(N2CCOC)C=C(C=C1)C(=O)O